6-{Methyl[2-(methylamino)ethyl]amino}-N-(pyridin-4-yl)pyridine-2-carboxamide CN(C1=CC=CC(=N1)C(=O)NC1=CC=NC=C1)CCNC